CC1=CC=NC=2N=CN(C(C21)=O)CC2=NN(C(O2)=O)C[C@@H](F)C2=CC=C(C=C2)Cl |r| 5-[(5-methyl-4-oxo-pyrido[2,3-d]pyrimidin-3-yl)methyl]-3-[rac-(2S)-2-(4-chlorophenyl)-2-fluoro-ethyl]-1,3,4-oxadiazol-2-one